NC1=NC=C(C2=C1COC2)NC(C(=O)N(C(C)C2CCCCC2)CC=2C=CC1=C(N=CS1)C2)=O N1-(4-amino-1,3-dihydrofuro[3,4-c]pyridin-7-yl)-N2-(benzo[d]thiazol-5-ylmethyl)-N2-(1-cyclohexylethyl)oxalamide